C(#N)C1=NC=C(C=N1)OC1=CC=C(C=C1)C(C)(C)C1=CC=C(OCC2N(CC2)C(=O)[O-])C=C1 2-((4-(2-(4-((2-cyanopyrimidin-5-yl)oxy)phenyl)propan-2-yl)phenoxy) methyl)azetidin-1-carboxylate